COC1=C(C=CC=C1)C=1N=CNC(C1)=O 4-(2-methoxyphenyl)-6-oxopyrimidine